FC=1C=CC2=C(C(=C(O2)C(C(C)C)NC(=O)NC=2C=NC=CC2)C)C1 1-(1-(5-fluoro-3-methylbenzofuran-2-yl)-2-methylpropyl)-3-(pyridin-3-yl)urea